COC=1C=C2CCN(C(C2=CC1NC=1N=NC(=C(N1)NC1=CC=CC=C1)C(=O)N)C)C ((6-methoxy-1,2-dimethyl-1,2,3,4-tetrahydroisoquinolin-7-yl)amino)-5-(phenylamino)-1,2,4-triazine-6-carboxamide